NC=1C(=NC(=CN1)C=1C=NN(C1)C(C)C)C=1C=CC(N(N1)C1=CC(=CC(=C1)OC)OC)=O 6-(3-Amino-6-(1-isopropyl-1H-pyrazol-4-yl)pyrazin-2-yl)-2-(3,5-dimethoxyphenyl)pyridazin-3(2H)-on